1-(3-bromo-5-trifluoromethoxyphenyl)-3-(3,5-dichloro-2-hydroxymethylphenyl)urea BrC=1C=C(C=C(C1)OC(F)(F)F)NC(=O)NC1=C(C(=CC(=C1)Cl)Cl)CO